BrC1=CC=C2N=C(C(NC2=C1F)=O)C(C)F 7-bromo-8-fluoro-3-(1-fluoroethyl)-1H-quinoxalin-2-one